C1(=CC=CC=C1)C(=O)[C@@H]1NC2=CC=CC=C2CC1 (R)-Phenyl(1,2,3,4-tetrahydroquinolin-2-yl)methanone